tert-Butyl {(2S)-2-[({[(2S,5R)-6-benzyloxy-7-oxo-1,6-diazabicyclo[3.2.1]oct-2-yl]carbonyl}amino)oxy]propyl}carbamate C(C1=CC=CC=C1)ON1[C@@H]2CC[C@H](N(C1=O)C2)C(=O)NO[C@H](CNC(OC(C)(C)C)=O)C